FC([C@@H]1C[C@H](CNC1)NC(OC(C)(C)C)=O)(F)F tert-butyl ((3R,5R)-5-(trifluoromethyl)piperidin-3-yl)carbamate